(1H-imidazol-1-yl)(1-(tetrahydro-2H-pyran-2-yl)-1H-thieno[2,3-c]pyrazol-5-yl)methanone N1(C=NC=C1)C(=O)C1=CC2=C(N(N=C2)C2OCCCC2)S1